2,4,6-Trihydroxyphenyl-1,3,5-triazine OC1=C(C(=CC(=C1)O)O)C1=NC=NC=N1